tert-butyl N-(2-bromo-4,5,6,7-tetrahydrobenzothiophen-6-yl)carbamate BrC=1SC2=C(C1)CCC(C2)NC(OC(C)(C)C)=O